N[C@@H]1C=2C(=NC=CC2)CC12CCN(CC2)C=2N=CC(=NC2CO)SC2=C(C(=NC=C2)N2CC(C2)C(C)(C)O)Cl (S)-2-(1-(4-(5-(5-amino-5,7-dihydrospiro[cyclopenta[b]pyridine-6,4'-piperidine]-1'-yl)-6-(hydroxymethyl)pyrazin-2-ylsulfanyl)-3-chloropyridin-2-yl)azetidin-3-yl)propan-2-ol